BrC1=NC(=CC(=C1)C(=O)OC(C)(C)C)N1CCN(CC1)C tert-Butyl 2-bromo-6-(4-methylpiperazin-1-yl)pyridine-4-carboxylate